C(CCCN)CCN diaminohexane